CC[C@H](C)[C@@H](C(=O)NCC(=O)N[C@@H](CC1=CC=CC=C1)C(=O)N[C@@H](CCC(=O)O)C(=O)N[C@@H](C(C)C)C(=O)N[C@@H](CCC(=O)N)C(=O)N[C@@H](CCC(=O)O)C(=O)N[C@@H](CCC(=O)O)C(=O)O)NC(=O)[C@H]([C@@H](C)O)NC(=O)[C@H](C)NC(=O)[C@H](CCCCNC(=O)C2=CC=CC=C2I)NC(=O)[C@H](CC(=O)O)NC(=O)C The molecule is a mimotope of the pyruvate dehydrogenase E2 component (PDC-E2) comprising a 2-iodobenzoyl group linked to the lipoated PDC-E2 core dodecapeptide (DKATIGFEVQEE) at N-6 of lysine. It has a role as a mimotope. It is a polypeptide and a lipopeptide.